(2,2-dichloro-2-phenylacetyl)benzamide tert-butyl-((1-(2-chloro-5-methylpyrimidin-4-yl)-3-methylazetidin-3-yl)methyl)carbamate C(C)(C)(C)N(C(O)=O)CC1(CN(C1)C1=NC(=NC=C1C)Cl)C.ClC(C(=O)C1=C(C(=O)N)C=CC=C1)(C1=CC=CC=C1)Cl